tert-Butyl 5-{2-[1-(3-bromo-5-cyanophenyl)-1H-1,2,3-triazol-4-yl]ethyl}-3,4-dihydroisoquinoline-2(1H)-carboxylate BrC=1C=C(C=C(C1)C#N)N1N=NC(=C1)CCC1=C2CCN(CC2=CC=C1)C(=O)OC(C)(C)C